C1(=CC=CC=C1)[C@H]1[C@@H](C1)NC(=O)N1CCC(CC1)=CC1=CC(=CC=C1)OC1=NC=C(N=C1)C 4-[3-(5-methyl-pyrazin-2-yloxy)-benzylidene]-piperidine-1-carboxylic acid ((1R,2S)-2-phenyl-cyclopropyl)-amide